N-(5-bromo-1-(3-hydroxy-3-methylbutyl)-1H-pyrazolo[3,4-b]pyridin-3-yl)pivalamide BrC=1C=C2C(=NC1)N(N=C2NC(C(C)(C)C)=O)CCC(C)(C)O